5-ethyl-6-fluoro-4-(8-fluoro-2-(((2R,7aS)-2-fluorotetrahydro-1H-pyrrolizin-7a(5H)-yl)methoxy)-4-(2-thia-7-azaspiro[4.5]decan-7-yl)pyrido[4,3-d]pyrimidin-7-yl)naphthalen-2-ol C(C)C1=C2C(=CC(=CC2=CC=C1F)O)C1=C(C=2N=C(N=C(C2C=N1)N1CC2(CCSC2)CCC1)OC[C@]12CCCN2C[C@@H](C1)F)F